2,7-dimethyl-3-(3,4,5-trifluorophenyl)-4,5,6,7-tetrahydropyrazolo[3,4-c]pyridine CN1N=C2C(NCCC2=C1C1=CC(=C(C(=C1)F)F)F)C